methyl 5-bromo-2,2-bis(trifluoromethyl)-1,3-dioxolane-4-carboxylate BrC1C(OC(O1)(C(F)(F)F)C(F)(F)F)C(=O)OC